O1C(=CC=C1)C(=O)OC1([C@]2(C)[C@@H](CC1C)[C@@H]1CC(C3=CC(C=C[C@]3(C)[C@]1(C(C2)O)F)=O)F)C(=O)SCF 6,9-difluoro-17-{[(fluoromethyl)thio]carbonyl}-11-hydroxy-16-methyl-3-oxoandrosta-1,4-dien-17-yl 2-furancarboxylate